CN1C(=NN=C1)[C@@H](C=1C=C(C=CC1)N1C(C2=CC(=CC(=C2C1)C(F)(F)F)CNC1(CCC1)C)=O)C1CC(C1)C 2-(3-((R)-(4-methyl-4H-1,2,4-triazol-3-yl)((1r,3R)-3-methylcyclobutyl)methyl)-phenyl)-6-(((1-methylcyclobutyl)amino)methyl)-4-(trifluoromethyl)isoindolin-1-one